2-bromobenzene-1,3,5-tricarboxylic acid BrC1=C(C=C(C=C1C(=O)O)C(=O)O)C(=O)O